C(#N)C=1C=CC(=C2N=CC=NC12)N1C[C@@H](C[C@@H](C1)C)NC(C[C@H](CC)C)=O (S)-N-((3R,5S)-1-(8-cyanoquinoxalin-5-yl)-5-methylpiperidin-3-yl)-3-methylpentanamide